BrC1=NC=CC2=C1N(C(=N2)C)C[C@H](CN(C(OC(C)(C)C)=O)C)OCC tert-butyl N-[(2R)-3-(4-bromo-2-methyl-imidazo[4,5-c]pyridin-3-yl)-2-ethoxy-propyl]-N-methyl-carbamate